2-(tridecylmethyl)propanamide C(CCCCCCCCCCCC)CC(C(=O)N)C